icosyl 7-(4-(4-(benzo[b]thiophen-4-yl)piperazin-1-yl)butoxy)-2-oxoquinoline-1(2H)-carboxylate S1C2=C(C=C1)C(=CC=C2)N2CCN(CC2)CCCCOC2=CC=C1C=CC(N(C1=C2)C(=O)OCCCCCCCCCCCCCCCCCCCC)=O